4-oxo-5H-pyrazolo[1,5-a]pyrazine O=C1C=2N(C=CN1)N=CC2